(2R,3R,4R,5S)-2-(fluoromethyl)-1-(2-fluorophenethyl)piperidine-3,4,5-triol FC[C@@H]1N(C[C@@H]([C@H]([C@@H]1O)O)O)CCC1=C(C=CC=C1)F